N-(4-(4-amino-1-isopropyl-7-(4(R)-(oxetan-3-ylamino)cyclohex-1-en-1-yl)-1H-pyrazolo[4,3-c]pyridin-3-yl)-2,5-difluorophenyl)-2-chlorobenzenesulfonamide NC1=NC=C(C2=C1C(=NN2C(C)C)C2=CC(=C(C=C2F)NS(=O)(=O)C2=C(C=CC=C2)Cl)F)C2=CC[C@@H](CC2)NC2COC2